ClC1=C2C=C(N(C2=CC(=C1Cl)O)C)C(=O)N[C@@]1(COCC1)C1=CC=C(C(=O)OCC)C=C1 |r| (±)-ethyl 4-[3-[(4,5-dichloro-6-hydroxy-1-methyl-indole-2-carbonyl)amino]tetrahydro furan-3-yl]benzoate